FC(C(=O)O)(F)F.N1N=NC(=C1)C#N 1H-1,2,3-triazole-4-carbonitrile trifluoroacetic acid salt